methyl 2-(fluoromethyl)-5-oxo-4-phenyl-1,4,5,7-tetrahydrofuro[3,4-b]pyridine-3-carboxylate FCC1=C(C(C2=C(N1)COC2=O)C2=CC=CC=C2)C(=O)OC